2-(4-(2-(8-(hydroxymethyl)-[1,2,4]triazolo[1,5-a]pyridin-6-yl)-3-isopropyl-1H-indol-5-yl)piperidin-1-yl)acetonitrile OCC=1C=2N(C=C(C1)C=1NC3=CC=C(C=C3C1C(C)C)C1CCN(CC1)CC#N)N=CN2